5-(8-(4-(difluoromethoxy)-3,3-difluoropyrrolidin-1-yl)imidazo[1,2-b]pyridazin-6-yl)pyrimidine-2,4(1H,3H)-dione FC(OC1C(CN(C1)C=1C=2N(N=C(C1)C=1C(NC(NC1)=O)=O)C=CN2)(F)F)F